C(C=C)C=1OCCN1 2-(2-propenyl)4,5-dihydrooxazole